3-methyl-5-(p-methylphenyl)pyridin-2-amine CC=1C(=NC=C(C1)C1=CC=C(C=C1)C)N